N1CCC(CC1)OCCOCCOC1=CC=C(NC2C(NC(CC2)=O)=O)C=C1 3-[4-[2-[2-(4-Piperidyloxy)ethoxy]ethoxy]anilino]piperidine-2,6-dione